4-bromo-3,5-difluorophenylboronic acid BrC1=C(C=C(C=C1F)B(O)O)F